FC(S(=O)(=O)[O-])(S(=O)(=O)[O-])F.C(C)(C)(C)C1=CC=C(C=C1)[S+](C1=CC=CC=C1)C1=CC=CC=C1.C(C)(C)(C)C1=CC=C(C=C1)[S+](C1=CC=CC=C1)C1=CC=CC=C1 bis(4-t-butylphenyl-diphenylsulfonium) perfluoromethanedisulfonate